ClC1=C(C=C(C=C1)F)[C@H]([C@@H](C)C=1N(C(C(=C(N1)C(=O)NC=1C=NOC1)O)=O)C)C=1C=NN(C1C)CCOC 2-((1R,2R)-1-(2-chloro-5-fluorophenyl)-1-(1-(2-methoxyethyl)-5-methyl-1H-pyrazol-4-yl)propan-2-yl)-5-hydroxy-N-(isoxazol-4-yl)-1-methyl-6-oxo-1,6-dihydropyrimidine-4-carboxamide